C(C)(C)(C)N(C(O)=O)C1=CC=C(C=C1)NC1=NC=C(C=C1N)Br.CN(C(C(C(C1=CC=C(C=C1)Cl)Br)Br)=O)C1=CC=CC=C1 N-methyl-N-phenyl-2,3-dibromo-3-p-chlorophenyl-propionamide tert-butyl-[4-(3-amino-5-bromo-pyridin-2-ylamino)-phenyl]-carbamate